6-(1-methylpyrazol-4-yl)pyridine-2-carboxylate CN1N=CC(=C1)C1=CC=CC(=N1)C(=O)[O-]